3-[1-[4-(azetidin-3-yl)phenyl]-6-pyrazol-1-yl-benzimidazol-2-yl]pyridin-2-amine N1CC(C1)C1=CC=C(C=C1)N1C(=NC2=C1C=C(C=C2)N2N=CC=C2)C=2C(=NC=CC2)N